C1(CCCCCC1)CN1CCC2([C@@H](C2)CNC2=CC=C(N=N2)C2=CC=C(C=C2)NC(C)=O)CC1 N-[4-[6-[[(2R)-6-(cycloheptylmethyl)-6-azaspiro[2.5]octan-2-yl]methylamino]pyridazin-3-yl]phenyl]acetamide